N-allyl-4,5-dimethyl-2-(trimethylsilyl)thiophene-3-carboxamide C(C=C)NC(=O)C1=C(SC(=C1C)C)[Si](C)(C)C